tetrazolium sodium salt [Na+].[NH+]=1NN=NC1